5-(2,4-dimethoxy-pyrimidin-5-yl)-6-methyl-2-oxo-1-(3-trifluoromethylphenyl)-1,2-dihydro-pyridine-3-carboxylic acid 4-methanesulfonyl-benzylamide CS(=O)(=O)C1=CC=C(CNC(=O)C=2C(N(C(=C(C2)C=2C(=NC(=NC2)OC)OC)C)C2=CC(=CC=C2)C(F)(F)F)=O)C=C1